((1-(4-fluorophenyl)-5-(4-isopropylphenyl)-1H-1,2,4-triazol-3-yl)methyl)-8-azaspiro[4.5]decane FC1=CC=C(C=C1)N1N=C(N=C1C1=CC=C(C=C1)C(C)C)CC1CCCC12CCNCC2